ClC1=CC=C(C=C1)N1C(=NN=C1COC)[C@@H]1CC[C@H](CC1)OC=1C=CC(=NC1)C trans-5-[4-[4-(4-Chlorophenyl)-5-(methoxymethyl)-1,2,4-triazol-3-yl]cyclohexyl]oxy-2-methylpyridine